dodec-7,9-dien-1-yl acetate C(C)(=O)OCCCCCCC=CC=CCC